3-Fluoro-N-((1-isopropylpiperidin-4-yl)methyl)-5-((6-morpholino-1-oxoisoquinolin-2(1H)-yl)methyl)benzamide FC=1C=C(C(=O)NCC2CCN(CC2)C(C)C)C=C(C1)CN1C(C2=CC=C(C=C2C=C1)N1CCOCC1)=O